S1C(=NC=C1)C1CN(C1)C(=O)OC(C)(C)C tert-butyl 3-(thiazol-2-yl)azetidine-1-carboxylate